N1C=C(C2=CC=CC=C12)C(=O)[O-].[Zn+2].N1C=C(C2=CC=CC=C12)C(=O)[O-] zinc 3-indolecarboxylic acid salt